4-(benzyloxy)quinolin-2-amine C(C1=CC=CC=C1)OC1=CC(=NC2=CC=CC=C12)N